8-[[2-(2,6-dioxo-3-piperidyl)-1,3-dioxo-isoindolin-4-yl]amino]octanoic acid O=C1NC(CCC1N1C(C2=CC=CC(=C2C1=O)NCCCCCCCC(=O)O)=O)=O